NC1=C(C=C(N=N1)C1=C(C=CC=C1)O)N1CC2CCC(C1)N2C2=CC(=NC=C2)C#CCN2CCC(CCC2)C 2-[6-amino-5-[8-[2-[3-(4-methylazepan-1-yl)prop-1-ynyl]-4-pyridinyl]-3,8-diazabicyclo[3.2.1]oct-3-yl]pyridazin-3-yl]phenol